N[C@@H]1CCCC12CCN(CC2)C2=NC=C(C=1N2C=CN1)SC1=NN=C(S1)N (R)-5-((5-(1-amino-8-aza-spiro[4.5]decan-8-yl)imidazo[1,2-c]pyrimidin-8-yl)thio)-1,3,4-thiadiazol-2-amine